6-[(5-cyanopyridin-2-yl)amino]-4-[(3-methanesulfonylpyridin-2-yl)amino]-N-(2H3)methylpyridine-3-carboxamide C(#N)C=1C=CC(=NC1)NC1=CC(=C(C=N1)C(=O)NC([2H])([2H])[2H])NC1=NC=CC=C1S(=O)(=O)C